C(C)(=O)N(CCC1=CC=C(C=C1)NC(CC=1N=C(SC1)N)=O)C[C@@H](C1=CC=CC=C1)O N-(4-{2-[acetyl-((2R)-2-hydroxy-2-phenylethyl)-amino]-ethyl}-phenyl)-2-(2-aminothiazol-4-yl)-acetamide